C(C)(=O)O[C@@H]1[C@H](O[C@H]([C@@H]1OC(C)=O)N1C2=NC=NC(=C2N=C1)N[C@@H]1[C@@H](CCC1)OCC1=CC=C(C=C1)C(C)(C)C)COC(C)=O (2R,3R,4R,5R)-2-(acetoxymethyl)-5-(6-(((1S,2R)-2-((4-(tert-butyl)benzyl)oxy)cyclopentyl)amino)-9H-purin-9-yl)tetrahydrofuran-3,4-diyl diacetate